[Na+].S(=O)(=O)(OCCCCCCCCCCCCCC)[O-] myristyl sulfate sodium salt